isoquinolin-5-yl-1-(5-fluoropentyl)-1H-indole C1=NC=CC2=C(C=CC=C12)C=1N(C2=CC=CC=C2C1)CCCCCF